3-ethynyl-4-methyl-N-(4-((4-Methylpiperazin-1-yl)methyl)-3-(trifluoromethyl)phenyl)benzamide C(#C)C=1C=C(C(=O)NC2=CC(=C(C=C2)CN2CCN(CC2)C)C(F)(F)F)C=CC1C